ClC=1C(=CC=2N=CN=C(C2N1)C1=C(N=C(S1)C)C=1C=NC=CC1)OC 5-(6-chloro-7-methoxypyrido[3,2-d]pyrimidin-4-yl)-2-methyl-4-(pyridin-3-yl)thiazole